C12(CC3CC(CC(C1)C3)C2)CN2N=CC(=C2C)C2=C(C=3N(C=C2)C(=CN3)C3=NC(=C(N=C3)NC=3SC2=C(N3)C=CC=C2)OC)C(=O)O 7-(1-(adamantan-1-ylmethyl)-5-methyl-1H-pyrazol-4-yl)-3-(5-(benzo[d]thiazol-2-ylamino)-6-methoxypyrazine-2-yl)imidazo[1,2-a]pyridine-8-carboxylic acid